bisdiazobenzidine [N+](=[N-])=NC1=CC=C(C2=CC=C(N=[N+]=[N-])C=C2)C=C1